(2s)-hydroxy(4-hydroxyphenyl)ethanenitrile O[C@H](C#N)C1=CC=C(C=C1)O